CC1(C=CC(CC1)C(=C)C)O 1-methyl-4-prop-1-en-2-ylcyclohex-2-en-1-ol